C(C)(C)(C)C=1N=CN(C1)C(=O)NCCOC1=CC=CC=C1 4-tert-Butyl-N-(2-phenoxyethyl)-1H-imidazole-1-carboxamide